C(C1=CC=CC=C1)NC=C(C(=O)C1=CC=C(C=C1)C)C 3-(benzylamino)-1-(4-tolyl)-2-methylpropan-2-en-1-one